ClC1=C(C(=CC(=C1Cl)F)Cl)CC(C)N(C(=O)C=1C(=NN(C1)C)C(F)F)OC 3-difluoromethyl-1-methyl-1H-pyrazole-4-carboxylic acid [2-(2,3,6-trichloro-4-fluorophenyl)-1-methyl-ethyl]-methoxy-amide